CN(S(=O)(=O)C1=C(C=CC(=C1)NC=1NC=CN1)C1=CN=C(S1)[C@@H]1CC[C@H](CC1)NC(OC(C)C)=O)C isopropyl trans-N-[4-[5-[2-(dimethylsulfamoyl)-4-(1H-imidazol-2-ylamino)phenyl]thiazol-2-yl]cyclohexyl]carbamate